(E)-1,2-bis(thien-2-yl)ethane S1C(=CC=C1)CCC=1SC=CC1